OCCCC(=O)OC methyl 4-hydroxybutyrate